NCC1=CC(=C(C=C1)CC(=O)OCC)OCC=1C=C(C2=C(C(=CO2)C(F)(F)F)C1)C1=CC(=CC=C1)CN ethyl 2-(4-(aminomethyl)-2-((7-(3-(aminomethyl)phenyl)-3-(trifluoromethyl)benzofuran-5-yl)methoxy)phenyl)acetate